(S)-2-((3S,5S,6S,8R,9S,10R,13S,14S,17S)-3,6-bis((tert-butyldimethylsilyl)oxy)-10,13-dimethyl-hexadecahydro-1H-cyclopenta[a]phenanthren-17-yl)octan-2-ol [Si](C)(C)(C(C)(C)C)O[C@H]1CC[C@@]2([C@H]3CC[C@@]4([C@H](CC[C@H]4[C@@H]3C[C@@H]([C@H]2C1)O[Si](C)(C)C(C)(C)C)[C@](C)(CCCCCC)O)C)C